C(C1=CC=C(C=C1)OC)CC(C)=O p-anisyl-acetone